C(C(=O)[O-])(=O)[O-].[Cu+2] copper oxalate